2-(4-aminopiperidin-1-yl)-9-cyclopentyl-N-(2-(3-(dimethylamino)-1H-pyrazol-1-yl)benzyl)-9H-purin-6-amine NC1CCN(CC1)C1=NC(=C2N=CN(C2=N1)C1CCCC1)NCC1=C(C=CC=C1)N1N=C(C=C1)N(C)C